O=C1NC(CCC1C1=NN(C2=CC(=CC=C12)OC[C@@H]1CN(CCC1)C(=O)OC(C)(C)C)C)=O tert-butyl (3S)-3-(((3-(2,6-dioxopiperidin-3-yl)-1-methyl-1H-indazol-6-yl)oxy)methyl)piperidine-1-carboxylate